4-((3S,3aS)-3-(aminomethyl)-6,8-difluoro-1-oxo-3,3a-dihydro-1H,9H-benzo[e]oxazolo[4,3-b][1,3]oxazin-7-yl)benzonitrile NC[C@@H]1OC(N2[C@H]1OC1=C(C2)C(=C(C(=C1)F)C1=CC=C(C#N)C=C1)F)=O